[Na].NCCNCCS(=O)(=O)O 2-(2-aminoethyl)aminoethanesulfonic acid sodium